(2-hydroxy-4-(4-oxo-3,5,7,8-tetrahydro-4H-thiopyrano[4,3-d]pyrimidin-2-yl)phenyl)boronic acid OC1=C(C=CC(=C1)C=1NC(C2=C(N1)CCSC2)=O)B(O)O